OC1=CC=C(C=C1)C[C@@H](C(=O)N[C@H](C(=O)N[C@H](C(=O)O)CCC(C)(C)C)CC1=CNC2=CC=CC=C12)NC(=O)[C@H]1NCCC1 (S)-2-((S)-2-((S)-3-(4-Hydroxyphenyl)-2-((S)-pyrrolidine-2-carboxamido)propanamido)-3-(1H-indol-3-yl)propanamido)-5,5-dimethylhexanoic acid